(E)-N,N-dimethyl-N'-(pyridin-2-yl)formimidamide CN(\C=N\C1=NC=CC=C1)C